NC(C(=O)NC(C)C)C=1C=NC(=CC1)C1=C(C=C(C=C1)C#N)OC=1N(N=C(C1)C1CC1)C 2-amino-2-[6-[4-cyano-2-(5-cyclopropyl-2-methylpyrazol-3-yl)oxyphenyl]pyridin-3-yl]-N-propan-2-ylacetamide